NC1=C2C(=NC=N1)N(N=C2C2=CC=C(C=C2)OC2=CC=CC=C2)C2CCN(CC2)CC2=C(C=C(C=N2)NC2C(NC(CC2)=O)=O)F 3-((6-((4-(4-amino-3-(4-phenoxyphenyl)-1H-pyrazolo[3,4-d]pyrimidin-1-yl)piperidin-1-yl)methyl)-5-fluoropyridin-3-yl)amino)piperidine-2,6-dione